FC(C(=O)O)(F)F.NCC(CC=1N(C(NN1)=O)C1=NC=C(C=C1F)C=1C=NN(C1)CC)=C(F)F [2-(aminomethyl)-3,3-difluoro-allyl]-4-[5-(1-ethylpyrazol-4-yl)-3-fluoro-2-pyridinyl]-1,2,4-triazol-3-one trifluoroacetate salt